Tert-butyl (5-bromo-2-(1-((trimethylsilyl)oxy)vinyl)-2,3-dihydro-1H-inden-2-yl)carbamate BrC=1C=C2CC(CC2=CC1)(C(=C)O[Si](C)(C)C)NC(OC(C)(C)C)=O